propyl ethanesulfonate ethyl-ethanesulfonate C(C)OS(=O)(=O)CC.C(C)S(=O)(=O)OCCC